4-bromo-1-{[2-(trimethylsilyl)ethoxy]Methyl}imidazole-2-carbaldehyde BrC=1N=C(N(C1)COCC[Si](C)(C)C)C=O